COC([C@@H](NC(=O)C=1N=C(SC1)N1CCC(CC1)NC(=O)OCCOC)CO[Si](C)(C)C(C)(C)C)=O.OC1=NC(=CC(=N1)C=CC1=CC(=C(C(=C1)OC)OC)OC)C=CC1=CC(=C(C(=C1)OC)OC)OC 2-hydroxy-4,6-bis(3,4,5-trimethoxystyryl)pyrimidine Methyl-O-(tert-butyldimethylsilyl)-N-(2-(4-(((2-methoxyethoxy)carbonyl)amino)piperidin-1-yl)thiazole-4-carbonyl)-L-serinate